2-(bis(3-chloro-4-fluorophenyl)methyl)-5,6,7,8-tetrahydro-1H-thiepino[2,3-d]imidazole 4,4-dioxide ClC=1C=C(C=CC1F)C(C=1NC2=C(N1)S(CCCC2)(=O)=O)C2=CC(=C(C=C2)F)Cl